ClC1=C(C(=O)NC=2C=CC=3N(C2)C(=NN3)S(=O)(=O)CCC)C=CC=N1 2-chloro-N-(3-(propylsulfonyl)-[1,2,4]triazolo[4,3-a]pyridin-6-yl)nicotinamide